4-[5-(difluoromethyl)-1,3,4-thiadiazol-2-yl]-8-[(3R,5S)-3,5-dimethylpiperazin-1-yl]-2-methyl-N-(1-methylcyclopropyl)quinazoline-6-sulfonamide FC(C1=NN=C(S1)C1=NC(=NC2=C(C=C(C=C12)S(=O)(=O)NC1(CC1)C)N1C[C@H](N[C@H](C1)C)C)C)F